N-(6-bromo-2-(4-methoxybenzyl)-1-oxo-1,2-dihydroisoquinolin-7-yl)formamide BrC=1C=C2C=CN(C(C2=CC1NC=O)=O)CC1=CC=C(C=C1)OC